BrC1=CC(=C(C=C1)NC1C(NC(CC1)=O)=O)F 3-((4-bromo-2-fluorophenyl)amino)piperidine-2,6-dione